C1(=CC=CC=C1)C1=NC(=CC(=N1)C1=C(C=C(C(=C1N1C2=CC=CC=C2C=2C=C(C=CC12)C1=NC(=CC=C1)C1=CC=CC=C1)C1=NC(=NC(=C1)C1=CC=CC=C1)C1=CC=CC=C1)N1C2=CC=CC=C2C=2C=C(C=CC12)C)N1C2=CC=CC=C2C=2C=C(C=CC12)C)C1=CC=CC=C1 9,9'-(4,6-bis(2,6-diphenylpyrimidin-4-yl)-5-(3-(6-phenylpyridin-2-yl)-9H-carbazol-9-yl)-1,3-phenylene)bis(3-methyl-9H-carbazole)